CC(C#N)(C)NC=1C=C2COC(C2=CC1)=O 2-methyl-2-((1-oxo-1,3-dihydroisobenzofuran-5-yl)amino)propionitrile